3-[2-bromo-4-(trifluoromethylsulfonyl)phenoxy]-5-fluoro-benzoic acid BrC1=C(OC=2C=C(C(=O)O)C=C(C2)F)C=CC(=C1)S(=O)(=O)C(F)(F)F